5-CHLORO-2-HYDROXYPHENYLBORONIC ACID ClC=1C=CC(=C(C1)B(O)O)O